BrC=1C(=C(C(=NC1)N1CCC(CC1)NCC1=CC=C(C=C1)/C=C/C(=O)OC)C#N)C1=CC(=C(C=C1)C#N)F Methyl (E)-3-(4-{[(1-(5-bromo-3-cyano-4-(4-cyano-3-fluorophenyl)pyridin-2-yl)piperidin-4-yl)amino]methyl}phenyl)prop-2-enoate